2-(1-methyl-7-oxo-4-(5-(4-(2-oxopyrrolidin-1-yl)phenyl)pyridin-3-yl)-1,7-dihydro-6H-pyrazolo[3,4-c]pyridin-6-yl)acetonitrile CN1N=CC2=C1C(N(C=C2C=2C=NC=C(C2)C2=CC=C(C=C2)N2C(CCC2)=O)CC#N)=O